(1R)-1-((tert-butylsulfinyl)amino)-8-azaspiro[4.5]decane-8-carboxylic acid tert-butyl ester C(C)(C)(C)OC(=O)N1CCC2(CCC[C@H]2NS(=O)C(C)(C)C)CC1